C(CCCCCC)OC1=CSC=C1OCCCCCCC 3,4-diheptoxythiophene